9-bromo-7-(3-iodophenyl)-7-methyl-8-oxononanenitrile BrCC(C(CCCCCC#N)(C)C1=CC(=CC=C1)I)=O